C(C)(C)(C)OC(=O)N(CCC1=NC(=CC=C1[N+](=O)[O-])OC)CC1=C(C=CC=C1OC(F)F)NC1=C(C(=O)[O-])C=C(C(=C1)F)F 2-((2-(((tert-butoxycarbonyl) (2-(6-methoxy-3-nitropyridin-2-yl) ethyl) amino) methyl)-3-(difluoromethoxy)-phenyl) amino)-4,5-difluoro-benzoate